furan terephthalate C(C1=CC=C(C(=O)O)C=C1)(=O)O.O1C=CC=C1